N1N=CC(=C1)C1=CC=C(C=C1)NC1=NC(=NC=C1)C=1C=CC2=C(SC(=C2)C(=O)N(C)C)C1 6-(4-((4-(1H-pyrazol-4-yl)phenyl)-amino)-pyrimidin-2-yl)-N,N-dimethylbenzo-[b]thiophene-2-carboxamide